Cl.NCCCCCN pentamethylenediamine hydrochloride salt